NC=1NC(C2=C(N1)NC=C2)=O 2-Amino-4-oxo-4,7-dihydro-3H-pyrrolo[2,3-d]pyrimidin